ClC1=C(C(=NC=C1C1=CC(=CC(=C1)C)F)N(C(OC(C)(C)C)=O)C)[N+](=O)[O-] tert-butyl (4-chloro-5-(3-fluoro-5-methylphenyl)-3-nitropyridin-2-yl)(methyl)carbamate